2-[(6-chloro-3-morpholinosulfonyl-4-quinolyl)amino]-4-(trifluoromethyl)benzoic acid ClC=1C=C2C(=C(C=NC2=CC1)S(=O)(=O)N1CCOCC1)NC1=C(C(=O)O)C=CC(=C1)C(F)(F)F